7-chloro-3-{1-[4-(piperazine-1-carbonyl)-phenyl]-1H-[1,2,3]triazol-4-yl}-1H-quinolin-2-one ClC1=CC=C2C=C(C(NC2=C1)=O)C=1N=NN(C1)C1=CC=C(C=C1)C(=O)N1CCNCC1